Antimony-platinum [Pt].[Sb]